ClC=1C=CC2=C(C(=NO2)NS(=O)(=O)C2=C(C=CC(=C2)CC)OC)C1 N-(5-Chlorobenzo[d]isoxazol-3-yl)-5-ethyl-2-methoxybenzenesulfonamide